1-[(1S,4R)-2-azabicyclo[2.2.1]hept-6-yloxy]-7-(prop-2-yloxy)isoquinoline-6-carboxamide [C@@H]12NC[C@@H](CC1OC1=NC=CC3=CC(=C(C=C13)OC(C)C)C(=O)N)C2